BrC(C)C=1C=NC=CC1 3-(1-bromoethyl)pyridine